2,2',7,7'-tetrakis[N,N-bis(p-methoxyphenyl)amino]-9,9'-spirobifluorene COC1=CC=C(C=C1)N(C1=CC=C(C=C1)OC)C1=CC=2C3(C4=CC(=CC=C4C2C=C1)N(C1=CC=C(C=C1)OC)C1=CC=C(C=C1)OC)C1=CC(=CC=C1C=1C=CC(=CC13)N(C1=CC=C(C=C1)OC)C1=CC=C(C=C1)OC)N(C1=CC=C(C=C1)OC)C1=CC=C(C=C1)OC